N-(4-fluorophenyl)-3-hydroxy-2-(pyridin-2-yl)-2,4,5,7-tetrahydro-6H-pyrazolo[3,4-c]pyridin-6-carboxamide FC1=CC=C(C=C1)NC(=O)N1CC=2C(CC1)=C(N(N2)C2=NC=CC=C2)O